ethylene glycol dioctadecyl-oleate C(CCCCCCCCCCCCCCCCC)/C(=C(/CCCCCCCC(=O)OCCO)\CCCCCCCCCCCCCCCCCC)/CCCCCCCC